(S)-N-(3-chloro-4-fluorophenyl)-7-fluoro-1-(pyrimidin-2-ylamino)-2,3-dihydro-1H-indene ClC=1C=C(C=CC1F)N([C@H]1CCC2=CC=CC(=C12)F)C1=NC=CC=N1